BrC1=[O+]C=CC=C1 Bromo-Pyrylium